3-cyano-1-(2-fluoro-2-methylpropyl)-1H-pyrazole-4-carboxamide C(#N)C1=NN(C=C1C(=O)N)CC(C)(C)F